tert-butyl-4-[3-[(7S,9aR)-7-(4-chlorophenyl)-7-hydroxy-3,4,6,8,9,9a-hexahydro-1H-pyrido[1,2-a]pyrazine-2-carbonyl]-2-fluorophenyl]piperazine-1-carboxylate C(C)(C)(C)OC(=O)N1CCN(CC1)C1=C(C(=CC=C1)C(=O)N1C[C@@H]2N(CC1)C[C@@](CC2)(O)C2=CC=C(C=C2)Cl)F